1,1,1,3,3,3-hexafluoro-2-propyl fluorophosphate P(=O)(OC(C(F)(F)F)C(F)(F)F)([O-])F